C(C)(=O)ON1C(CC2(CC1(C)C)NC(C=1N2C(C(=CC1C)NC1=NC=NC(=C1)N)=O)=O)(C)C 6-[(6-aminopyrimidin-4-yl)amino]-2',2',6',6',8-pentamethyl-1,5-dioxo-2H-spiro[imidazo[1,5-a]pyridine-3,4'-piperidin]-1'-yl acetate